4-[6-(2,3-Dichloro-benzyl)-3-hydroxy-pyridin-2-yl]-4-oxo-butyric acid ethyl ester C(C)OC(CCC(=O)C1=NC(=CC=C1O)CC1=C(C(=CC=C1)Cl)Cl)=O